N[C@H](C(=O)NC=1C=C2CC(CC2=CC1)(C(=O)NC)N1CC2(CC2)CNC1=O)C1CCCCC1 5-((S)-2-amino-2-cyclohexylacetamido)-N-methyl-2-(6-oxo-5,7-diazaspiro[2.5]Octane-5-yl)-2,3-dihydro-1H-indene-2-carboxamide